N1-((3-(2,2-dimethyl-1-oxaspiro[4.5]decan-8-yl)-5,6-dihydro-4H-pyrrolo[1,2-b]pyrazol-2-yl)methyl)-N1,N2-dimethylethane-1,2-diamine CC1(OC2(CC1)CCC(CC2)C2=C1N(N=C2CN(CCNC)C)CCC1)C